BrC=1C=C(NC2(CCC3(C(=CC4=CC=CC=C34)CC)CC2)C(=O)O)C=CC1 (1s,4s)-4-(3-bromoanilino)-2'-ethylspiro[cyclohexane-1,1'-indene]-4-carboxylic acid